CC(CNCCCCCCCCCCCN)C(C)C N-(2,3-dimethylbutyl)undecane-1,11-diamine